O=C1N(CCC(N1)=O)C1=NN(C2=CC=C(C=C12)C#CCNC(C1=NC=C(C=C1)C=1N=CC2=C(C=CC=C2C1)C1=C2C=C(C(N(C2=CC(=C1)CC)C)=O)C)=O)C N-(3-(3-(2,4-Dioxotetrahydropyrimidin-1(2H)-yl)-1-methyl-1H-indazol-5-yl)prop-2-yn-1-yl)-5-(8-(7-ethyl-1,3-dimethyl-2-oxo-1,2-dihydroquinolin-5-yl)isoquinolin-3-yl)picolinamide